FC=1C(=CC(N(C1)CC1=CC=C(C=C1)OC)=O)N[C@H](C(=O)OC)C(C)(C)C methyl (S)-2-((5-fluoro-1-(4-methoxybenzyl)-2-oxo-1,2-dihydropyridin-4-yl)amino)-3,3-dimethylbutanoate